COC([C@@H](NC([C@H](NC(=O)OCC1=CC=CC=C1)CO)=O)C)=O ((phenylmethyloxy)carbonyl)-D-seryl-L-alanine methyl ester